CC1=CC=C(C=C1)S(=O)(=O)O.NC/C(/COC1=CC2=C(N=C(O2)NCC=2C(=NC=CC2)C)C=C1)=C/F (Z)-6-((2-(aminomethyl)-3-fluoroallyl)oxy)-N-((2-methylpyridin-3-yl)methyl)benzo[d]oxazol-2-amine 4-methylbenzenesulfonate